5-Cyano-6-(3-methylimidazo[4,5-c]pyridin-7-yl)-3-(4-morpholinoanilino)pyrazine-2-carboxamide C(#N)C=1N=C(C(=NC1C=1C2=C(C=NC1)N(C=N2)C)C(=O)N)NC2=CC=C(C=C2)N2CCOCC2